rac-(2r,3s,4s,5r)-3-(3,4-difluoro-2-methoxyphenyl)-4,5-dimethyl-N-(pyridazin-4-yl)-5-(trifluoromethyl)tetrahydrofuran-2-carboxamide FC=1C(=C(C=CC1F)[C@H]1[C@@H](O[C@]([C@H]1C)(C(F)(F)F)C)C(=O)NC1=CN=NC=C1)OC |r|